C[Si](NC(C(C(F)(F)F)(F)Cl)=O)(C)C N-(trimethylsilyl)-2-chloro-2,3,3,3-tetrafluoropropionamide